BrC1=C(C=C(C=C1F)OC)C1CC1 2-bromo-1-cyclopropyl-3-fluoro-5-methoxybenzene